Cyanomethyl β-(1H-pyrrol-2-yl)propanoate N1C(=CC=C1)CCC(=O)OCC#N